CC1=CC=CC=2OC(OC21)CC=O 2-(4-methyl-benzo[d][1,3]dioxol-2-yl)ethan-1-one